(R)-6-chloro-7-(2-(((3-chloropyridin-2-yl)oxy)methyl)pyrrolidin-1-yl)-4-oxo-1-(1H-pyrazolo[3,4-b]pyrazin-5-yl)-1,4-dihydroquinoline-3-carboxylic acid ClC=1C=C2C(C(=CN(C2=CC1N1[C@H](CCC1)COC1=NC=CC=C1Cl)C=1N=C2C(=NC1)NN=C2)C(=O)O)=O